3-(4-chloro-6-oxopyridazin-1(6H)-yl)propionic acid ClC=1C=NN(C(C1)=O)CCC(=O)O